ClC1=CC(=C(C=C1)C1=NC(=CN2C1=NC(=C(C2=O)C)C)[C@@H]2C[C@@H](OCC2)C2=CC(=NC=C2)C)F |r| Racemic-9-(4-chloro-2-fluoro-phenyl)-2,3-dimethyl-7-[(2R,4S)-(2S,4R)-2-(2-methyl-4-pyridyl)tetrahydropyran-4-yl]pyrazino[1,2-a]pyrimidin-4-one